ClC=1C=C(C=CC1Cl)C=1N=C(SC1SC(C)C)N1N=C(C(=C1C(=O)O)C1=CC(=CC=C1)[N+](=O)[O-])C 1-(4-(3,4-dichlorophenyl)-5-(isopropylsulfanyl)thiazol-2-yl)-3-methyl-4-(3-nitrophenyl)-1H-pyrazole-5-carboxylic acid